(E)-N-(3-cyano-7-ethoxy-2-methyl-4-(phenylamino)quinolin-6-yl)-4-(dimethylamino)but-2-enamide C(#N)C=1C(=NC2=CC(=C(C=C2C1NC1=CC=CC=C1)NC(\C=C\CN(C)C)=O)OCC)C